(S)-3-(2-(3,3-difluoro-2-methylazetidin-1-yl)-7,7-difluoro-6,7-dihydro-5H-cyclopenta[d]pyrimidin-4-yl)-5-(piperidin-4-yl)-1,2,4-oxadiazole FC1([C@@H](N(C1)C=1N=C(C2=C(N1)C(CC2)(F)F)C2=NOC(=N2)C2CCNCC2)C)F